C[C@@H]1N(CCCNC1)C(=O)OCC1=CC=CC=C1 benzyl (2S)-2-methyl-1,4-diazepane-1-carboxylate